C1(CC1)C1N(CCC2(C1)OCCC1=C2C=C(S1)CC)C(=O)OCC1=CC=CC=C1 benzyl 2'-cyclopropyl-2-ethyl-spiro[6,7-dihydrothieno[3,2-C]pyran-4,4'-piperidine]-1'-carboxylate